N-((2S)-1-(4-(N-tert-butylsulfinamoyl)phenylamino)-1-oxo-3-phenylpropan-2-yl)-4-fluorobenzamide C(C)(C)(C)NS(=O)C1=CC=C(C=C1)NC([C@H](CC1=CC=CC=C1)NC(C1=CC=C(C=C1)F)=O)=O